C(C(O)C(C(=O)O)CC(=O)O)(=O)[O-].[K+] Monopotassium Isocitrate